4-(7-((2,6-diethoxy-4'-fluoro-[1,1'-biphenyl]-4-yl)methyl)-2,7-diazaspiro[3.5]nonan-2-yl)benzoic acid C(C)OC1=C(C(=CC(=C1)CN1CCC2(CN(C2)C2=CC=C(C(=O)O)C=C2)CC1)OCC)C1=CC=C(C=C1)F